(±)-trans-4-phenyl-N-[3-(pyridin-2-yloxy)phenyl]pyrrolidine-3-carboxamide C1(=CC=CC=C1)[C@H]1[C@@H](CNC1)C(=O)NC1=CC(=CC=C1)OC1=NC=CC=C1 |r|